ClC=1C=NN(C1C(=O)NC1=NC=C(C=C1C)C#CC1=CC=C(C=C1)F)CC1CN(CCO1)C(=O)C1CCC1 4-chloro-1-((4-(cyclobutanecarbonyl)morpholin-2-yl)methyl)-N-(5-((4-fluorophenyl)ethynyl)-3-methylpyridin-2-yl)-1H-pyrazole-5-carboxamide